C(C)OC(C(C(C)C)NN(C(=O)OC(C)(C)C)C)=O tert-butyl 2-(1-ethoxy-3-methyl-1-oxobutan-2-yl)-1-methylhydrazine-1-carboxylate